Arachidoyl-(arachidic acid) C(CCCCCCCCCCCCCCCCCCC)(=O)C(C(=O)O)CCCCCCCCCCCCCCCCCC